5-(3-methylphenyl)-1-pentene CC=1C=C(C=CC1)CCCC=C